4-[2-fluoro-4-(4,4,5,5-tetramethyl-1,3,2-dioxaborolan-2-yl)phenyl]-1-(2-methoxyethyl)-5-methyl-pyrazole FC1=C(C=CC(=C1)B1OC(C(O1)(C)C)(C)C)C=1C=NN(C1C)CCOC